N-((1-((3',5'-dichloro-5-((2-(4-(3-hydroxypropyl)piperazin-1-yl)pyrimidin-5-yl)oxy)-[1,1'-biphenyl]-3-yl)methyl)piperidin-4-yl)methyl)acetamide ClC=1C=C(C=C(C1)Cl)C1=CC(=CC(=C1)OC=1C=NC(=NC1)N1CCN(CC1)CCCO)CN1CCC(CC1)CNC(C)=O